5-phenyl-N-[(3S)-5-methyl-4-oxo-2,3-dihydro-1,5-benzoxazepin-3-yl]-6,7-dihydro-5H-pyrrolo[1,2-b][1,2,4]triazole-2-carboxamide C1(=CC=CC=C1)C1CCC=2N1N=C(N2)C(=O)N[C@H]2COC1=C(N(C2=O)C)C=CC=C1